ClC1=CC=C(C(=N1)S(=O)(=O)OC1=C(C(=C(C(=C1F)F)F)F)F)O[C@H](C)C=1C=C(C=C2C(C(=C(OC12)C=1C=NN2C1COCC2)C)=O)C (2,3,4,5,6-Pentafluorophenyl) 6-chloro-3-[(1R)-1-[2-(6,7-dihydro-4H-pyrazolo[5,1-c][1,4]oxazin-3-yl)-3,6-dimethyl-4-oxo-chromen-8-yl]ethoxy]pyridine-2-sulfonate